C(C)(C)(C)OC(=O)N1CC2=CC=C(C=C2CC1)C1=NC(=C(C2=C1C=CS2)C2=C(C=C(C=C2)F)OC)C=2SC=1CNCCC1N2 6-[7-(4-fluoro-2-methoxy-phenyl)-6-(4,5,6,7-tetrahydrothiazolo[5,4-c]pyridin-2-yl)thieno[3,2-c]pyridin-4-yl]-3,4-dihydro-1H-isoquinoline-2-carboxylic acid tert-butyl ester